C12(CC3CC(CC(C1)C3)C2)C=2C=C(C=CC2OCC(NOC2OCCCC2)=O)C=2C=C3C=CC(=CC3=CC2)C(=O)O 6-{3-adamantan-1-yl-4-[(tetrahydro-pyran-2-yloxycarbamoyl)-methoxy]-phenyl}-naphthalene-2-carboxylic acid